C(#N)C=1C=CC(=C(C1)C=1N(C=C(N1)C#N)C)C1=CC(=NC(=C1)N1C=NC2=C(C1=O)NC(=C2)CNC2(CCC2)C)C2CC2 2-[5-cyano-2-[2-cyclopropyl-6-[6-[[(1-methylcyclobutyl)amino]methyl]-4-oxo-5H-pyrrolo[3,2-d]pyrimidin-3-yl]pyridin-4-yl]phenyl]-1-methylimidazole-4-carbonitrile